C(\C=C\C)N1C(C2=C(C(=C1)C1=CC(=C(C=C1)C(=O)N1CCNCC1)Cl)C=C(N2)C)=O 6-[(E)-but-2-enyl]-4-[3-chloro-4-(piperazine-1-carbonyl)phenyl]-2-methyl-1H-pyrrolo[2,3-c]pyridin-7-one